N,2-diethyl-N-methylnaphthalene-1-amine C(C)N(C1=C(C=CC2=CC=CC=C12)CC)C